Methyl (2-(4-((tert-butoxycarbonyl)amino)phenyl)oxazole-4-carbonyl)-L-seryl-L-serinate C(C)(C)(C)OC(=O)NC1=CC=C(C=C1)C=1OC=C(N1)C(=O)N[C@@H](CO)C(=O)N[C@@H](CO)C(=O)OC